C(C)(C)(C)OC(=O)N1C(C(NCC1)C)C=1C2=C(N=CN1)NC=C2C2CC2 (5-cyclopropyl-7H-pyrrolo[2,3-d]pyrimidin-4-yl)-3-methylpiperazine-1-carboxylic acid tert-butyl ester